((3aR,4R,6R,6aR)-6-(4-aminopyrrolo[2,1-f][1,2,4]triazin-7-yl)-6-cyano-2,2-dimethyltetrahydrofuro[3,4-d][1,3]dioxol-4-yl)methyl 2-(1,1-dioxidotetrahydro-2H-thiopyran-4-yl)acetate O=S1(CCC(CC1)CC(=O)OC[C@H]1O[C@@]([C@@H]2OC(O[C@@H]21)(C)C)(C#N)C2=CC=C1C(=NC=NN12)N)=O